5-(3,4-difluoro-2-methoxy-phenoxy)-2-(trifluoromethyl)pyridine-4-carboxylate FC=1C(=C(OC=2C(=CC(=NC2)C(F)(F)F)C(=O)[O-])C=CC1F)OC